(S)-1-[(S)-1-({4-[(m-Chlorophenoxy)meth-yl]-1-piperidyl}carbonyl)-3-methylbutyl]-3-isobutyl-2-piperazinone ClC=1C=C(OCC2CCN(CC2)C(=O)[C@H](CC(C)C)N2C([C@@H](NCC2)CC(C)C)=O)C=CC1